FC1=C(C(=O)N2CCN(CC2)C2=CC=C(C=N2)C#N)C=C(C=C1F)CC1=NNC(C2=CC=C(C=C12)C#CC)=O 6-[4-[2,3-difluoro-5-[(4-oxo-7-prop-1-ynyl-3H-phthalazin-1-yl)methyl]benzoyl]piperazin-1-yl]pyridine-3-carbonitrile